O1C(=CC=C1)/C=C/C(=O)NC=1SC(=CN1)CC1=CC(=CC=C1)C(F)(F)F (E)-3-(furan-2-yl)-N-(5-(3-(trifluoromethyl)benzyl)thiazol-2-yl)acrylamide